(7S)- and (7R)-12-hydroxy-6-methoxy-1,11-dioxo-N-(2,4,6-trifluorobenzyl)-1,4,5,6,7,11-hexahydro-3H-2,7-methanopyrido[1,2-a][1,4]diazonine-10-carboxamide OC=1C(C(=CN2C1C(N1CCCC([C@@H]2C1)OC)=O)C(=O)NCC1=C(C=C(C=C1F)F)F)=O |r|